3-[[4-[4-[(2,6-difluorophenyl)methyl]-5-oxo-1,2,4-triazol-1-yl]phenyl]methyl]-5-methyl-imidazole-4-carbonitrile FC1=C(C(=CC=C1)F)CN1C=NN(C1=O)C1=CC=C(C=C1)CN1C=NC(=C1C#N)C